lead sulfate chlorine salt [Cl+].S(=O)(=O)([O-])[O-].[Pb+2]